C(C)OC(=O)C=1N(C2=C(C=CC=C2C1)O)CC1CC1 1-(Cyclopropylmethyl)-7-hydroxy-indole-2-carboxylic acid ethyl ester